C1(=CC=CC=C1)S(=O)(=O)N1C=CC2=C1N=CC=1N=CCNC12 7-(Benzenesulfonyl)-2,7-dihydro-1H-pyrrolo[3',2':5,6]pyrido[3,4-b]pyrazine